(2,5-dimethoxy-4-methylphenyl)butan-2-one COC1=C(C=C(C(=C1)C)OC)CC(CC)=O